N[C@@H](CCC(=O)NCCS)C(=O)O gamma-glutamyl-cysteamine